7-deaza-7-iodo-5'-O-tert-butyldimethylsilyl-3'-O-methylthiomethyl-2'-deoxyadenosine IC1=CN([C@H]2C[C@H](OCSC)[C@@H](CO[Si](C)(C)C(C)(C)C)O2)C=2N=CN=C(C12)N